{[1-(2H-1,3-benzodioxole-5-sulfonyl)-5-(2,4-difluorophenyl)-1H-pyrrol-3-yl]methyl}(methyl)amine hydrochloride Cl.O1COC2=C1C=CC(=C2)S(=O)(=O)N2C=C(C=C2C2=C(C=C(C=C2)F)F)CNC